C(CCC)C(C(=O)O)CC.C(C)(=O)OCCCC butyl acetate (normal butyl butyrate)